aluminum fluorine [F].[Al]